(3-(1-(3-chloropropyl)-1H-indol-4-yl)-2-methylphenyl)methanol ClCCCN1C=CC2=C(C=CC=C12)C=1C(=C(C=CC1)CO)C